2-hydroxy-1-[4-(hydroxyethoxy)phenyl]-2-methyl-1-propanone OC(C(=O)C1=CC=C(C=C1)OCCO)(C)C